C(C1=CC=CC=C1)N1CC(C[C@H](C1)C)=O (R)-1-benzyl-5-methylpiperidin-3-one